N1=C(C=CC=C1)CNCC(=O)OCC ethyl N-(pyridin-2-ylmethyl)glycinate